5-methoxy-2(3H)-benzoxazolothione COC=1C=CC2=C(NC(O2)=S)C1